BrC1=NC(=C(C=C1S(=O)(=O)NC(CNC1=CC=CC=C1)CCCC)OC)Br 2,6-dibromo-5-methoxy-N-[1-(phenylamino)hexan-2-yl]pyridine-3-sulfonamide